(3-((tert-butylphenylsilyl)oxy)-2,2-difluoropropyl)amine C(C)(C)(C)[SiH](OCC(CN)(F)F)C1=CC=CC=C1